1-[(4-{3-azabicyclo[3.1.0]hex-3-yl}-2-methylphenyl)methyl]-1H-imidazole-4-carboxylic acid ethyl ester C(C)OC(=O)C=1N=CN(C1)CC1=C(C=C(C=C1)N1CC2CC2C1)C